2-(2-(2-(2-(2-(2-(2-(2-(2-(2-(2-(2-azidoethoxy)ethoxy)ethoxy)ethoxy)ethoxy)ethoxy)ethoxy)ethoxy)ethoxy)ethoxy)ethoxy)-ethan-1-ol N(=[N+]=[N-])CCOCCOCCOCCOCCOCCOCCOCCOCCOCCOCCOCCO